(7R)-2-[4-(2-cyanophenoxy)phenyl]-7-[4-(prop-2-enoyl)piperazin-1-yl]-4,5,6,7-tetrahydro-2H-pyrazolo[4,3-b]pyridine-3-carboxamide C(#N)C1=C(OC2=CC=C(C=C2)N2N=C3C(NCC[C@H]3N3CCN(CC3)C(C=C)=O)=C2C(=O)N)C=CC=C1